5-methoxy-3-(piperidin-4-yl)-1H-indole COC=1C=C2C(=CNC2=CC1)C1CCNCC1